α-aminocaproic acid NC(C(=O)O)CCCC